7-cyclopentyl-2-((5-(4-((2-(2,6-dioxopiperidin-3-yl)-7-fluoro-1,3-dioxoisoindolin-5-yl)methyl)piperazin-1-yl)pyridin-2-yl)amino)-N,N-dimethyl-7H-pyrrolo[2,3-d]pyrimidine-6-carboxamide C1(CCCC1)N1C(=CC2=C1N=C(N=C2)NC2=NC=C(C=C2)N2CCN(CC2)CC=2C=C1C(N(C(C1=C(C2)F)=O)C2C(NC(CC2)=O)=O)=O)C(=O)N(C)C